[Si](C)(C)(C(C)(C)C)OC[C@H](CO)N1CCS(CC1)(=O)=O (S)-4-(1-((tert-butyldimethylsilyl)oxy)-3-hydroxypropan-2-yl)thiomorpholine 1,1-dioxide